2,2-dichloro-1-(4'-methylphenyl)ethanone ClC(C(=O)C1=CC=C(C=C1)C)Cl